C(C)C1=C(C(NN=N1)=N)CCCCCC ethylhexyl-iminotriazine